N(=C=O)CC1=CC=C(C2=CC=CC=C12)CN=C=O 1,4-Bis(isocyanatomethyl)naphthalene